CN(C(C(N)=O)=O)C(C)C1=CC=C(C=C1)C(F)(F)F N'-methyl-N'-[1-[4-(trifluoromethyl)phenyl]ethyl]oxamide